4-(3-(benzyloxy)-2,6-dimethylphenyl)-1-(2,2-difluoroethyl)-1H-pyrrolo[2,3-b]pyridine-6-carbonitrile C(C1=CC=CC=C1)OC=1C(=C(C(=CC1)C)C1=C2C(=NC(=C1)C#N)N(C=C2)CC(F)F)C